(R)-4-(4-(2-((1H-indol-2-yl)(2-methoxyphenyl)methyl)-3-oxoisoindol-5-yl)phenyl)piperazine-1-carboxylic acid tert-butyl ester C(C)(C)(C)OC(=O)N1CCN(CC1)C1=CC=C(C=C1)C=1C=C2C(N(CC2=CC1)[C@H](C1=C(C=CC=C1)OC)C=1NC2=CC=CC=C2C1)=O